4'-(2-cyanostyryl)-2-stilbenecarbonitrile C(#N)C1=C(C=CC2=CC=C(C=CC=3C(=CC=CC3)C#N)C=C2)C=CC=C1